3-(2-(4-oxobutyl)phenyl)propionic acid ethyl ester C(C)OC(CCC1=C(C=CC=C1)CCCC=O)=O